FC1(CCC2=C1N=C(N=C2C2=NOC(=N2)CC(=O)OCC)S(=O)(=O)C)F Ethyl 2-(3-(7,7-difluoro-2-(methylsulfonyl)-6,7-dihydro-5H-cyclopenta[d]pyrimidin-4-yl)-1,2,4-oxadiazol-5-yl)acetate